1-((4-phenoxybenzoyl)glycyl)-4-phenylpyrrolidine O(C1=CC=CC=C1)C1=CC=C(C(=O)NCC(=O)N2CCC(C2)C2=CC=CC=C2)C=C1